cis-1-cyclopropyl-3-fluoropiperidin-4-amine HCl salt Cl.C1(CC1)N1C[C@H]([C@H](CC1)N)F